CC(=O)N[C@@H]1[C@H]([C@@H]([C@H](OC1O)CO)O[C@H]2[C@H]([C@H]([C@@H]([C@H](O2)CO[C@@H]3[C@H]([C@H]([C@@H]([C@H](O3)CO)O)O)O)O)O)O)O The molecule is an amino trisaccharide consisting of alpha-D-mannopyranose, beta-D-mannopyranose and 2-acetamido-2-deoxy-D-glucopyranose residues joined in sequence by (1->6) and (1->4) glycosidic bonds. It is an amino trisaccharide, a glucosamine oligosaccharide and a member of acetamides. It derives from a beta-D-Manp-(1->4)-D-GlcpNAc and an alpha-D-Manp-(1->6)-beta-D-Manp.